9-((2-Phosphonylmethoxy)ethyl)guanine C1=NC2=C(N1CCOCP(=O)(O)O)N=C(NC2=O)N